CC(C(=O)C1=CC(=CC=C1)C)C 2-methyl-1-(3-methylphenyl)-propan-1-one